1,6,8-trichloroisoquinoline ClC1=NC=CC2=CC(=CC(=C12)Cl)Cl